C(C)(C)(C)OC(=O)N1C[C@H](CCC1)N1C(N(C2=C1C=C(C(=C2)F)Br)CC2=NC=C(C=C2)C(=O)NN)=O (S)-3-(6-bromo-5-fluoro-3-((5-(hydrazinocarbonyl)pyridin-2-yl)methyl)-2-oxo-2,3-dihydro-1H-benzo[d]imidazol-1-yl)piperidine-1-carboxylic acid tert-butyl ester